ClC1=C2C(=CNC2=C(C=C1)N1CCC(CC1)C1=CC=C(C=C1)N1CC2(C1)CCC(CC2)C(OCCCC)OCCCC)C#N 4-Chloro-7-(4-{4-[7-(dibutoxymethyl)-2-azaspiro[3.5]nonan-2-yl]phenyl}piperidin-1-yl)-1H-indole-3-carbonitrile